COC(=O)C1=NC(=CC=C1C=1C(=CC2=C(OCCC3=C2SC=C3)C1)C(=O)NC=1C=C3CCN(CC3=CC1)C(=O)OC(C)(C)C)C(NCCC)=O tert-butyl 6-(8-(2-(methoxycarbonyl)-6-(propylcarbamoyl)pyridin-3-yl)-4,5-dihydrobenzo[b]thieno[2,3-d]oxepine-9-carboxamido)-3,4-dihydroisoquinoline-2(1H)-carboxylate